4-methyl-3-(((2-(methylcarbamoyl)pyridine-4-yl)amino)methyl)benzoic acid CC1=C(C=C(C(=O)O)C=C1)CNC1=CC(=NC=C1)C(NC)=O